BrC1=CC=C(C=C1)C(N1C[C@@H](N(C[C@H]1C)C=1C=2N=CN(C2N2C(N1)=NN=C2)CCN(C)C)C)C2CC(C2)(F)F 2-(4-((2S,5R)-4-((4-bromophenyl)(3,3-difluorocyclobutyl)methyl)-2,5-dimethylpiperazin-1-yl)-1H-[1,2,4]triazolo[3,4-b]purin-1-yl)-N,N-dimethylethan-1-amine